2-(bromomethyl)prop-2-en-1-one BrCC(C=O)=C